5-(3-aminopiperidin-1-yl)-7-bromopyrrolo[2,1-f][1,2,4]triazin-4-amine NC1CN(CCC1)C=1C=C(N2N=CN=C(C21)N)Br